[Zn].C(C)OC(CCCCCCC(=O)[SiH3])(OCC)OCC triethoxycaprylylsilane zinc